NC1=NC=NN2C1=C(C=C2C2CCNCC2)C2=CC=C(C=C2)NC(=O)C=2C(N(C=CC2)C2=CC=C(C=C2)F)=O N-[4-(4-amino-7-piperidin-4-ylpyrrolo[2,1-f][1,2,4]triazin-5-yl)phenyl]-1-(4-fluorophenyl)-2-oxo-1,2-dihydropyridine-3-carboxamide